BrCC1=CC=C(C=C1)OB(O)O 4-bromomethylphenyl-boric acid